2,3,5-trifluoro-4-[(1s,4s)-2-oxa-5-azabicyclo[2.2.1]hept-5-yl]aniline methyl-(2R)-1-[2-[[6-[5-(6-methyl-2-pyridyl)-1H-imidazol-4-yl]-3-quinolyl]amino]ethyl]piperidine-2-carboxylate COC(=O)[C@@H]1N(CCCC1)CCNC=1C=NC2=CC=C(C=C2C1)C=1N=CNC1C1=NC(=CC=C1)C.FC1=C(N)C=C(C(=C1F)N1[C@@H]2CO[C@H](C1)C2)F